5-(4-(4-phenyl-1H-1,2,3-triazol-1-yl)phenyl)nicotinonitrile C1(=CC=CC=C1)C=1N=NN(C1)C1=CC=C(C=C1)C=1C=NC=C(C#N)C1